N-hydroxy-2-(3-(methylsulfonyl)-4-((1-(methylsulfonyl)piperidin-4-yl)-methoxy)benzyl)isoindoline-5-carboxamidine ONC(=N)C=1C=C2CN(CC2=CC1)CC1=CC(=C(C=C1)OCC1CCN(CC1)S(=O)(=O)C)S(=O)(=O)C